CC1=CC=C(C=C1)SC1=CC=C(C=C1)C1=C(C(=O)C2=CC=CC=C2)C=CC=C1 [4-[(4-methylphenyl)thio]phenyl]benzophenone